racemic-3-methyl-3-(((8-(4-(trifluoromethyl)phenyl)pyrido[3,4-b]pyrazin-5-yl)amino)methyl)pyrrolidin-2-one C[C@]1(C(NCC1)=O)CNC1=NC=C(C=2C1=NC=CN2)C2=CC=C(C=C2)C(F)(F)F |r|